N-(1-(dimethylamino)-3-hydroxypropan-2-yl)-4-phenethylpiperidine-2-carboxamide CN(CC(CO)NC(=O)C1NCCC(C1)CCC1=CC=CC=C1)C